6-[[4-(3-cyanophenyl)-5-(2,6-dimethyl-4-pyridinyl)thiazol-2-yl]carbamoyl]-3,6-diazabicyclo[3.1.1]heptane-3-carboxylic acid tert-butyl ester C(C)(C)(C)OC(=O)N1CC2N(C(C1)C2)C(NC=2SC(=C(N2)C2=CC(=CC=C2)C#N)C2=CC(=NC(=C2)C)C)=O